benzyl 4-fluoro-4-[5-oxo-7-(p-tolylsulfonyloxy)-[1,3,4]thiadiazolo[3,2-a]pyrimidin-2-yl]piperidine-1-carboxylate FC1(CCN(CC1)C(=O)OCC1=CC=CC=C1)C1=NN2C(=NC(=CC2=O)OS(=O)(=O)C2=CC=C(C=C2)C)S1